N,N-dimethyl-2-(4-nitrophenoxy)ethylamine CN(C)CCOC1=CC=C(C=C1)[N+](=O)[O-]